(R)-benzyl 2-((2S,3R)-3-(((benzyloxy)carbonyl)amino)-2-hydroxy-4-phenylbutanamido)-2-(4-fluoro-3-(trifluoromethoxy)phenyl)acetate C(C1=CC=CC=C1)OC(=O)N[C@@H]([C@@H](C(=O)N[C@@H](C(=O)OCC1=CC=CC=C1)C1=CC(=C(C=C1)F)OC(F)(F)F)O)CC1=CC=CC=C1